C(C)OC1=C(C=C(C=C1)NC(=O)[C@]12[C@H]3C[C@@H]([C@@H]([C@@]2(C1)C=1C(=NN(C1)C)C(F)(F)F)O3)O)C(F)(F)F |r| rac-(1r,2r,4s,5r,6s)-N-(4-ethoxy-3-(trifluoromethyl)phenyl)-6-hydroxy-4-(1-methyl-3-(trifluoromethyl)-1H-pyrazol-4-yl)-8-oxatricyclo[3.2.1.02,4]octane-2-carboxamide